ClC=1C(=C(C=C(C1)Cl)O)F 3,5-dichloro-2-fluorophenol